FC1=CC=C(C=C1)C(C1CN(C1)C(=O)OC(C)(C)C)O tert-Butyl 3-[(4-fluorophenyl)-hydroxy-methyl]azetidine-1-carboxylate